N-(10-trimethoxysilyl-decyl)-[1,3,5]triazine-2,4,6-triamine CO[Si](CCCCCCCCCCNC1=NC(=NC(=N1)N)N)(OC)OC